FC(C=1C=C(C=CC1)N)(F)F (3-(trifluoromethyl)phenyl)amine